2-((S)-1-(2,5-dioxo-2,5-dihydro-1H-pyrrol-1-yl)-14-isopropyl-12-oxo-3,6,9-trioxa-13-aza-pentadecane-15-amido)-5-ureidovaleramide O=C1N(C(C=C1)=O)CCOCCOCCOCCC(N[C@H](C(=O)NC(C(=O)N)CCCNC(=O)N)C(C)C)=O